C1(CC1)C1=C(C=CC(=C1)C1=NOC(=N1)C)C1=NC=C(C(=O)Cl)C=C1 6-(2-cyclopropyl-4-(5-methyl-1,2,4-oxadiazol-3-yl)phenyl)nicotinoyl chloride